CCCC(C)[O-] 4-methylbutan-2-olat